C(C)C=1C=C2C=C(CC2=CC1CC)NC[C@H](O)C1=C2C=CC(NC2=C(C=C1)O)=O (R)-5-[2-(5,6-diethylinden-2-ylamino)-1-hydroxyethyl]-8-hydroxy-1H-quinolin-2-one